O=C1N2C(N=NN1CCOC(F)(F)F)=C(N=C2)C(=N)SC Methyl 4-Oxo-3-(2-(trifluoromethoxy)ethyl)-3,4-dihydroimidazo[5,1-d][1,2,3,5]tetrazine-8-carboximidothioate